7-methoxy-4-(4,4,5,5-tetramethyl-1,3,2-dioxaborolan-2-yl)quinoline COC1=CC=C2C(=CC=NC2=C1)B1OC(C(O1)(C)C)(C)C